[Br-].[NH4+] ammonium bromide salt